tert-butyl (2R,3R)-2-[[tert-butyl(dimethyl)silyl]oxymethyl]-3-(trifluoromethylsulfonyloxy)azetidine-1-carboxylate [Si](C)(C)(C(C)(C)C)OC[C@H]1N(C[C@H]1OS(=O)(=O)C(F)(F)F)C(=O)OC(C)(C)C